4-(morpholinomethyl)-N2-(5-(2-phenyl-2H-tetrazol-5-yl)thiazol-2-yl)-N6-((1R,4R)-4-(trifluoromethyl)cyclohexyl)pyridine-2,6-diamine O1CCN(CC1)CC1=CC(=NC(=C1)NC1CCC(CC1)C(F)(F)F)NC=1SC(=CN1)C=1N=NN(N1)C1=CC=CC=C1